FC(C1=CC=C(C=C1)[C@]1(COCC1)CO)(F)F (S)-(3-(4-trifluoromethylphenyl)tetrahydrofuran-3-yl)methanol